methyl 6-formylimidazo[1,2-a]pyrazine-8-carboxylate C(=O)C=1N=C(C=2N(C1)C=CN2)C(=O)OC